1-(4-Benzylpiperidin-1-yl)-3-(3,5-dimethyl-1-(3-methyl-[1,2,4]-triazolo-[4,3-b]-pyridazin-6-yl)-1H-pyrazol-4-yl)-propan-1-one C(C1=CC=CC=C1)C1CCN(CC1)C(CCC=1C(=NN(C1C)C=1C=CC=2N(N1)C(=NN2)C)C)=O